2-(ethylthio)-4-(6-fluoro-3,4-Dihydroisoquinolin-2(1H)-yl)-6-methylaniline C(C)SC1=C(N)C(=CC(=C1)N1CC2=CC=C(C=C2CC1)F)C